C(C)OCCNC(C(C(C)C)(C)C(C)C)=O N-(2-ethoxyethyl)-2-isopropyl-2,3-dimethylbutyramide